bis(4-aminophenyl)piperazine NC1=CC=C(C=C1)N1CCN(CC1)C1=CC=C(C=C1)N